5-[4-(3-fluoropyridin-2-yl)piperazine-1-carbonyl]-6-methyl-N-(1-methylcyclopropyl)furo[2,3-d]pyrimidin-4-amine FC=1C(=NC=CC1)N1CCN(CC1)C(=O)C1=C(OC=2N=CN=C(C21)NC2(CC2)C)C